Propyl-lithium sulfate S(=O)(=O)(O)O.C(CC)[Li]